OCCSC1=CC=C(C=C1)N1[C@@H]2CN(C[C@H](C1)CC2(C)C)C(=O)OC(C)(C)C tert-butyl (1S,5S)-6-(4-((2-hydroxyethyl)thio)phenyl)-9,9-dimethyl-3,6-diazabicyclo[3.2.2]nonane-3-carboxylate